CC(C(O)O)(CC(C)C)C 2,2,4-trimethylpentane-diol